[NH+]1=CC=CC2=CC=CC=C12.C1=NC=CC=2C3=CC=CC=C3NC12 beta-carboline quinolinium salt